CC=1C=C(SC1C)CN(C(=O)N1C[C@H](N(CC1)C(N(C1=CC=CC=C1)C1=CC=CC=C1)=O)C(=O)O)C (S)-4-(((4,5-dimethylthiophen-2-yl)methyl)(methyl)carbamoyl)-1-(diphenylcarbamoyl)piperazine-2-carboxylic acid